methyl (S)-2-(3-nitro-4-((oxetan-2-ylmethyl)amino) phenoxy)acetate [N+](=O)([O-])C=1C=C(OCC(=O)OC)C=CC1NC[C@H]1OCC1